9-[6-[(3,3-dimethyl-2H-benzofuran-4-yl)oxy]-3-pyridinyl]-2-methyl-7H-purin-8-one CC1(COC2=C1C(=CC=C2)OC2=CC=C(C=N2)N2C1=NC(=NC=C1NC2=O)C)C